BrC=1C(=C(C(=CC1Cl)Cl)CC(C)N(C(=O)C=1C(=NN(C1)C)C(F)F)OC)Cl 3-difluoromethyl-1-methyl-1H-pyrazole-4-carboxylic acid [2-(3-bromo-2,4,6-trichlorophenyl)-1-methyl-ethyl]-methoxy-amide